NC=1C=CC(=C2CCOC21)C(=O)OC Methyl 7-amino-2,3-dihydrobenzofuran-4-carboxylate